C(C)(C)(C)OC(=O)N1CCC(CC1)OC1=CC(=C2C(=N1)C(=CS2)C(NC)=O)OC 4-((7-methoxy-3-(methylcarbamoyl)thieno[3,2-b]pyridin-5-yl)oxy)piperidine-1-carboxylic acid tert-butyl ester